p-phenylenediamine Ethylene formate C(=O)O.C=C.C1(=CC=C(C=C1)N)N